(1,4)benzoxazine-2(3H)-one O1C(CNC2=C1C=CC=C2)=O